1,2-octanedione-1-[4-(phenylthio)-phenyl]-2-(O-benzoyloxime) C1(=CC=CC=C1)SC1=CC=C(C=C1)C1(C(=O)ON=CC(CCCCCC)=O)CC=CC=C1